CC(=O)N[C@@H]1[C@H](C[C@](O[C@H]1[C@@H]([C@@H](CO)O[C@@]2(C[C@@H]([C@H]([C@@H](O2)[C@@H]([C@@H](CO)O[C@@]3(C[C@@H]([C@H]([C@@H](O3)[C@@H]([C@@H](CO)O)O)NC(=O)C)O)C(=O)O)O)NC(=O)C)O)C(=O)O)O)(C(=O)O)O)O The molecule is alpha-Neup5Ac-(2->8)-alpha-Neup5Ac-(2->8)-Neup5Ac in which the sialyl residue at the reducing end has beta anomeric configuration. It has a role as an epitope.